2-(4-chloro-3-fluorophenoxy)-N-(3-{2-[(5-chloropyridin-2-yl)oxy]acetylamino}bicyclo[1.1.1]pentan-1-yl)acetamide ClC1=C(C=C(OCC(=O)NC23CC(C2)(C3)NC(COC3=NC=C(C=C3)Cl)=O)C=C1)F